OCC=1C=CC(=NC1)NC1C(NC(CC1)=O)=O 3-((5-(Hydroxymethyl)pyridin-2-yl)amino)piperidine-2,6-dione